NC1=NC(=NC=C1C(=O)OCC)N1[C@H](CN(CC1)C=1N=CC2=C(N1)CCN(C2)C(=O)OC(C)(C)C)CO[Si](C2=CC=CC=C2)(C2=CC=CC=C2)C(C)(C)C (R)-tert-butyl 2-(4-(4-amino-5-(ethoxycarbonyl) pyrimidin-2-yl)-3-(((tert-butyldiphenylsilyl) oxy) methyl) piperazin-1-yl)-7,8-dihydropyrido[4,3-d]pyrimidine-6(5H)-carboxylate